OC(CCCCCCCCCCCCCC(=O)O)CCCCC 15-Hydroxy-icosanoic acid